BrC=1C=NC(=NC1)N(C)C1=CC(=C(C=C1)C)C 5-bromo-N-(3,4-dimethylphenyl)-N-methylpyrimidin-2-amine